OC12CC3C(C(CC(C1)C3)C2)N2CCC(CC2)C2=CC(=C(C=C2)NC2=NC=C(C(=N2)NC2=C(C(=O)N)C=CC=C2C)C(F)(F)F)OC 2-((2-((4-(1-((trans)-5-hydroxyadamantan-2-yl)piperidin-4-yl)-2-methoxyphenyl)amino)-5-(trifluoromethyl)pyrimidin-4-yl)amino)-3-methylbenzamide